3-amino-3-(3,4-difluorophenyl)pyrrolidine-1-carboxylic acid benzyl ester hydrochloride Cl.C(C1=CC=CC=C1)OC(=O)N1CC(CC1)(C1=CC(=C(C=C1)F)F)N